ClC1=C(C=CC=C1OCCCN1CCC(CCC1)O)C=1C=C(NN2SC3=C(C2)C=CC=C3)C=CC1 N-(3-(2-chloro-3-(3-(4-hydroxyazepan-1-yl)propoxy)phenyl)anilino)benzisothiazol